2-cyanoethyl 6-(4-cyano-2-methoxyphenyl)-5-ethoxy-8-methyl-6,9-dihydrothieno[3,2-h][1,6]naphthyridine-7-carboxylate C(#N)C1=CC(=C(C=C1)C1C(=C(NC=2C3=C(N=C(C12)OCC)C=CS3)C)C(=O)OCCC#N)OC